NC1=NC=C(C=N1)C=1N=CN2C1N(C(C1=CC(=CC(=C21)C(C)NC=2C(=NC(=CC2)Cl)C=2N=NN(N2)C)C)=O)C 3-(2-Aminopyrimidin-5-yl)-9-(1-((6-chloro-2-(2-methyl-2H-tetrazol-5-yl)pyridin-3-yl)amino)ethyl)-4,7-dimethylimidazo[1,5-a]quinazolin-5(4H)-one